O(C1=CC=CC=C1)CC1=CC=C(C(=O)O)C=C1 4-(phenoxymethyl)benzoic acid